N-(1-(3-cyano-6-(1-methyl-1H-pyrazol-4-yl)pyrazolo[1,5-a]pyridin-4-yl)azetidin-3-yl)-2-(6-methoxypyridin-3-yl)propanamide C(#N)C=1C=NN2C1C(=CC(=C2)C=2C=NN(C2)C)N2CC(C2)NC(C(C)C=2C=NC(=CC2)OC)=O